3,4-dihydro-2H-pyrane O1CCCC=C1